ClC1=C(C=CC=C1)C(C(=O)O)N1CC2=C(CC1)C=CS2 2-(2-Chlorophenyl)-2-(4,5-dihydrothieno[2,3-c]pyridin-6(7H)-yl)acetic acid